C(C=C)(=O)OC(C(C)(COC(C=C)=O)C)OCC ethoxyneopentyl glycol diacrylate